N-(4-(7-Cyclopropoxy-8-fluoro-1,3,4,5-tetrahydro-2H-benzo[c]azepin-2-yl)-2,6-dimethylphenyl)-3,3-dimethylbutanamide C1(CC1)OC1=CC2=C(CN(CCC2)C2=CC(=C(C(=C2)C)NC(CC(C)(C)C)=O)C)C=C1F